C(CNC(CI)=O)NC(CI)=O N,N'-ethylene-bis-(iodo-acetamide)